C(C(=O)OCC)(=O)OCCC(CC=CC(C)C)C 3,7-dimethyloct-5-en-1-yl ethyl oxalate